tert-butyl (R)-(1-(((3-(5-chloro-2-((6-fluoro-2-methylpyridin-3-yl)oxy)-4-(trifluoromethyl)benzamido)phenyl)(methyl)(oxo)-λ6-sulfaneylidene)amino)-2-methyl-1-oxopropan-2-yl)carbamate ClC=1C(=CC(=C(C(=O)NC=2C=C(C=CC2)[S@](=O)(C)=NC(C(C)(C)NC(OC(C)(C)C)=O)=O)C1)OC=1C(=NC(=CC1)F)C)C(F)(F)F